(1,3-dimethyl-1H-pyrazol-4-yl)-N-(5-((2-(2,2-dimethylpyrrolidin-1-yl)ethyl)carbamoyl)-2-methylpyridin-3-yl)pyrazolo[5,1-b]Thiazole-7-carboxamide CN1N=C(C(=C1)C1=CN2C(S1)=C(C=N2)C(=O)NC=2C(=NC=C(C2)C(NCCN2C(CCC2)(C)C)=O)C)C